4-[2-(4-chloro-3-fluorophenoxy)acetylamino]-2-fluorobicyclo[2.2.2]octane-1-carboxylic acid ethyl ester C(C)OC(=O)C12C(CC(CC1)(CC2)NC(COC2=CC(=C(C=C2)Cl)F)=O)F